ClC1=NC=C(C(=C1)C1=C(C=NC(=C1)C)C(=O)NC=1SC(=NN1)O[C@]1(COCC1)C)OC (R)-2'-chloro-5'-methoxy-6-methyl-N-(5-((3-methyltetrahydrofuran-3-yl)oxy)-1,3,4-thiadiazol-2-yl)-(4,4'-bipyridine)-3-carboxamide